(S)-N-((S)-(4-chlorophenyl)(2-(trifluoromethyl)oxazol-4-yl)methyl)-2-oxo-oxazolidine-5-carboxamide ClC1=CC=C(C=C1)[C@H](NC(=O)[C@@H]1CNC(O1)=O)C=1N=C(OC1)C(F)(F)F